2-(1-((1r,4r)-4-(cyanomethyl)cyclohexyl)-1,6-dihydroimidazo[4,5-d]pyrrolo[2,3-b]pyridin-2-yl)-N-(2-(pyridin-4-yloxy)ethyl)acetamide C(#N)CC1CCC(CC1)N1C(=NC=2C1=C1C(=NC2)NC=C1)CC(=O)NCCOC1=CC=NC=C1